4-((methoxy)methyl)bicyclo[2.2.1]heptane COCC12CCC(CC1)C2